methyl-6-fluoro-5-piperazin-1-yl-pyridine CC1=NC(=C(C=C1)N1CCNCC1)F